3a,7a-dihydroxy-hexahydro-4H-indole-4-one OC12CCNC2(CCCC1=O)O